1-ethyl-3-carboxyethylimidazole tetrafluoroborate F[B-](F)(F)F.C(C)N1CN(C=C1)CCC(=O)O